difluoromethyl-silicon tris-(dimethylamino)sulfonium salt CN(C)[S+](N(C)C)N(C)C.FC(F)[Si+3]